(1R,2S,5S)-3-((R)-2-hydroxybutyryl)-6,6-dimethyl-N-((S)-3-oxo-1-((S)-2-oxopyrrolidin-3-yl)-4-(trifluoromethoxy)butan-2-yl)-3-azabicyclo[3.1.0]hexane-2-carboxamide O[C@@H](C(=O)N1[C@@H]([C@H]2C([C@H]2C1)(C)C)C(=O)N[C@@H](C[C@H]1C(NCC1)=O)C(COC(F)(F)F)=O)CC